C1(CC1)C[C@@H](C(=O)OCC1=CC(=CC=C1)OC)NC(C[C@H]1N(C(CC1)=O)CC1=C(C(=CC(=C1)F)F)F)=O 3-Methoxybenzyl (S)-3-cyclopropyl-2-(2-((S)-5-oxo-1-(2,3,5-trifluorobenzyl)-pyrrolidin-2-yl)acetamido)propanoate